7-chloro-4-[N-(2,2-difluoroethyl)-3-fluoro-5-[2-[1-(trifluoromethyl)cyclopropyl]ethynyl]anilino]-1-methyl-quinazolin-2-one ClC1=CC=C2C(=NC(N(C2=C1)C)=O)N(C1=CC(=CC(=C1)C#CC1(CC1)C(F)(F)F)F)CC(F)F